C(CCC)C=1C=CC2=C(N=C(O2)C=2SC(=CC2)C=2OC3=C(N2)C=C(C=C3)CCCC)C1 2,5-bis(5-butyl-2-benzoxazolyl)thiophene